C(C(C(C(C(CO)O)O)O)O)O Hexan-1,2,3,4,5,6-hexol